FC(OC1=C(C(=C(C=C1)NC=1C2=C(N=CN1)C=C(C(=N2)O[C@@H]2CN(CC2)C(C=C)=O)F)F)F)F (S)-1-(3-((4-((4-(Difluoromethoxy)-2,3-difluorophenyl)amino)-7-fluoropyrido[3,2-d]pyrimidin-6-yl)oxy)pyrrolidin-1-yl)prop-2-en-1-one